diphenyl-(6-(4,4,5,5-tetramethyl-1,3,2-dioxaborolan-2-yl)naphthalen-2-yl)phosphine C1(=CC=CC=C1)P(C1=CC2=CC=C(C=C2C=C1)B1OC(C(O1)(C)C)(C)C)C1=CC=CC=C1